5-(N-(2-(4-(tert-Butoxycarbonyl)piperazin-1-yl)-6-fluorobenzyl)-N-phenethylsulfamoyl)-3-methylbenzofuran-2-carboxylic acid ethyl ester C(C)OC(=O)C=1OC2=C(C1C)C=C(C=C2)S(N(CCC2=CC=CC=C2)CC2=C(C=CC=C2F)N2CCN(CC2)C(=O)OC(C)(C)C)(=O)=O